O=C1CC2C(C2C1)C#N (trans)-3-oxo-bicyclo[3.1.0]hexane-6-carbonitrile